(3R,5R)-1-((Z)-2-(4-(tert-butyl)phenyl)-1-fluorovinyl)adamantane C(C)(C)(C)C1=CC=C(C=C1)\C=C(/F)\C12CC3CC(CC(C1)C3)C2